C(C)(C)(C)OC(=O)N(C1(CC=2C(=C(SC2)C(=O)O)CC1)C)C 5-[tert-butoxycarbonyl-(methyl)amino]-5-methyl-6,7-dihydro-4H-2-benzothiophene-1-carboxylic acid